1-butyl-1-propanesulfonic acid sodium salt [Na+].C(CCC)C(CC)S(=O)(=O)[O-]